CC1=NC=CC2=CC=CC=C12 1-methylisoquinolin